6-chloro-3-[[(1R)-1-(2-ethylsulfinyl-3,6-dimethyl-4-oxo-benzopyran-8-yl)ethyl]amino]pyridine-2-carboxylic acid tert-butyl ester C(C)(C)(C)OC(=O)C1=NC(=CC=C1N[C@H](C)C1=CC(=CC=2C(C(=C(OC21)S(=O)CC)C)=O)C)Cl